amino-N,N,1-trimethyl-4,5,6,7-tetrahydro-1H-indazole-3-carboxamide NC1C=2C(=NN(C2CCC1)C)C(=O)N(C)C